C[Zr](C=1C(C2=CC=C(C=C2C1)C)C)(C1(C=CC=C1)CC)C dimethyl-(ethylcyclopentadienyl)(1,5-dimethylindenyl)zirconium